L-4-isopropylbenzoic acid C(C)(C)C1=CC=C(C(=O)O)C=C1